COC1=CC=C2CCN(C2=C1)CC1NCCC1 6-Methoxy-1-(pyrrolidin-2-ylmethyl)indoline